7-bromo-3-(but-3-en-1-yl)-8-methoxy-5-phenyl-2,3,4,5-tetrahydrobenzo[f][1,2,5]thiadiazepine 1,1-dioxide BrC=1C(=CC2=C(N(CC(NS2(=O)=O)CCC=C)C2=CC=CC=C2)C1)OC